rac-5-(aminomethyl)-5-(1-ethyl-1H-pyrazol-5-yl)imidazolidine-2,4-dione NC[C@]1(C(NC(N1)=O)=O)C1=CC=NN1CC |r|